ClC1=CC=C(C=NNC(C2=CC=CC=C2)=O)C=C1 (4-chlorobenzylidene)benzohydrazide